4-[3-(3,5-dimethylpyrazol-1-yl)-6-oxopyridazin-1-yl]-N-(oxolan-2-ylmethyl)piperidine-1-carboxamide CC1=NN(C(=C1)C)C1=NN(C(C=C1)=O)C1CCN(CC1)C(=O)NCC1OCCC1